C(C)F Ethylfluorid